(2,6-dichlorobenzyl)-4-nitro-1H-pyrazole ClC1=C(CN2N=CC(=C2)[N+](=O)[O-])C(=CC=C1)Cl